(4-((2-hydroxyphenyl)(pyridin-2-yl)methylene)piperidin-1-yl)(5-methylpyridin-3-yl)methanone OC1=C(C=CC=C1)C(=C1CCN(CC1)C(=O)C=1C=NC=C(C1)C)C1=NC=CC=C1